C(CCCCCCCCCC)(=O)C1C(=O)NCCCC1 undecanoyl-caprolactam